NC1=C(C=C(C=N1)C=1C=C2N(N1)CC[C@@]21CN(CC1)C(=O)NC(C)(C)C1=NC=CC=C1F)C(F)(F)F (3S)-2'-[6-amino-5-(trifluoromethyl)pyridin-3-yl]-N-[2-(3-fluoropyridin-2-yl)propan-2-yl]-5',6'-dihydrospiro[pyrrolidine-3,4'-pyrrolo[1,2-b]pyrazole]-1-carboxamide